C(C1=C(C=CC=C1)C1N(C1)C(=O)N)C1=C(C=CC=C1)C1N(C1)C(=O)N (methylenediphenylene)bis(aziridine-1-carboxamide)